C12CC(CC2C1)OC=1C=CC2=C(C(=C(O2)C)C(=O)O)C1 5-(bicyclo[3.1.0]hexan-3-yloxy)-2-methylbenzofuran-3-carboxylic acid